(3R,3'R)-1,1'-((((2,2'-dimethyl-[1,1'-biphenyl]-3,3'-diyl)bis(azanediyl))bis(1,7-naphthyridine-8,3-diyl))bis(methylene))bis(pyrrolidin-3-ol) CC1=C(C=CC=C1NC=1N=CC=C2C=C(C=NC12)CN1C[C@@H](CC1)O)C1=C(C(=CC=C1)NC=1N=CC=C2C=C(C=NC12)CN1C[C@@H](CC1)O)C